α,α'-bis(t-butylperoxy)-p-diisopropylbenzene C(C)(C)(C)OOC(C)(C)C1=CC=C(C=C1)C(C)(C)OOC(C)(C)C